OC[C@H]1[C@@H](CC1)C(=O)OC |r| (±)-trans-methyl 2-(hydroxymethyl)cyclobutanecarboxylate